NC1=NC(=C2N(C=NC2=N1)C)S 2-amino-6-mercapto-7-methylpurine